2-Chloro-N-(5-cyclopropyl-1-methyl-pyrazol-3-yl)-N-methyl-pyrimidin-4-amine ClC1=NC=CC(=N1)N(C)C1=NN(C(=C1)C1CC1)C